potassium lauroylisethionate C(CCCCCCCCCCC)(=O)OS(=O)(=O)CCO.[K]